6-{7-[(3S,4S)-3-fluoro-2,2,6,6-tetramethylpiperidin-4-yl]-7H-pyrrolo[2,3-c]pyridazin-3-yl}quinolin-7-ol F[C@@H]1C(NC(C[C@@H]1N1C=CC2=C1N=NC(=C2)C=2C=C1C=CC=NC1=CC2O)(C)C)(C)C